(1r,3r)-3-(benzyloxy)-1-hydroxycyclobutane-1-carboxylic acid C(C1=CC=CC=C1)OC1CC(C1)(C(=O)O)O